9-chloro-7-(5-fluoroindol-1-yl)-4-{[2-(methylsulfanyl)pyrimidin-5-yl]methyl}-3,5-dihydro-2H-1,4-benzoxazepine ClC1=CC(=CC=2CN(CCOC21)CC=2C=NC(=NC2)SC)N2C=CC1=CC(=CC=C21)F